monofluorovinyl carbonate C(OC=CF)([O-])=O